8-bromo-6-chloro-2-methyl-3-(2,2,2-trifluoroethyl)pyrido[3,4-d]pyrimidin-4-one BrC1=NC(=CC2=C1N=C(N(C2=O)CC(F)(F)F)C)Cl